di-n-hexanol hafnium (IV) trihydroxide [OH-].[OH-].[OH-].[Hf+4].C(CCCCC)O.C(CCCCC)O